N,N-dimethylbenzyl-amine CN(C)CC1=CC=CC=C1